C(CCCCCCCCCCCCC)(=O)OC[C@H](COP(=O)(O)OCC(COC(C[C@@H](C)NC(=O)OC(C)(C)C)=O)OC(C[C@@H](C)NC(=O)OC(C)(C)C)=O)OC(CCCCCCCCCCCCC)=O (2R)-3-(((2,3-bis(((R)-3-((tert-butoxycarbonyl)amino)butanoyl)oxy)propoxy)(hydroxy)phosphoryl)oxy)propane-1,2-diyl ditetradecanoate